C1(CCC1)C=1C(=NN(C1NC(OC1CSC1)=O)C)C1CC(C1)(F)F thietan-3-yl (4-cyclobutyl-3-(3,3-difluorocyclobutyl)-1-methyl-1H-pyrazol-5-yl)carbamate